C(CCC)(=O)O[C@H]1CC[C@@H]2[C@@]1(CC[C@@H]1[C@]3(CCC=4N=C(SC4C3=CC[C@@H]21)NCCC2=CC=CC=C2)C)C (5aR,5bS,7aS,8S,10aS,10bR)-5a,7a-dimethyl-2-(phenethylamino)-5,5a,5b,6,7,7a,8,9,10,10a,10b,11-dodecahydro-4H-cyclopenta[7,8]phenanthro[2,1-d]thiazol-8-yl butyrate